FC=1C=CC=C2C(NN=C(C12)C1=CC2=C(NC(=N2)NC(OC(C)C)=O)C=C1)=O Isopropyl (5-(8-fluoro-4-oxo-3,4-dihydrophthalazin-1-yl)-1H-benzimidazol-2-yl)carbamate